OC1=C(C=C(C=C1O)C=1OC2=CC(=CC(=C2C(C1)=O)O)O)[O-] 2,3-dihydroxy-5-(5,7-dihydroxy-4-oxo-4H-chromen-2-yl)phenolate